5-HEXENYLBORONIC ACID C(CCCC=C)B(O)O